CN1CCC(CC1)C=O N-methyl-piperidine-4-carboxaldehyde